BrC=1C=CC=C2C(N3C(=NC12)C(C1=CC(=CC=C13)[N+](=O)[O-])=O)=O 4-bromo-8-nitroindolo[2,1-b]quinazoline-6,12-dione